(S)-2-((fluorenylmethoxycarbonyl)amino)-3-(4-(4-(4-methoxycyclohexyl)-2-oxopiperazin-1-yl)phenyl)propionic acid C1(=CC=CC=2C3=CC=CC=C3CC12)COC(=O)N[C@H](C(=O)O)CC1=CC=C(C=C1)N1C(CN(CC1)C1CCC(CC1)OC)=O